C=C1CN([C@@H]2CN(CC[C@@H]21)C(=O)OCC2=CC=CC=C2)C(=O)OC(C)(C)C (cis)-6-benzyl 1-tert-butyl 3-methylenehexahydro-1H-pyrrolo[2,3-c]pyridine-1,6(2H)-dicarboxylate